OC1=C(C(=CC(=C1)O)OC)C(C=CC1=CC(=C(C=C1)O)CC=C(C)C)=O 1-(2,4-Dihydroxy-6-methoxyphenyl)-3-[4-hydroxy-3-(3-methylbut-2-enyl)phenyl]prop-2-en-1-one